CNCCCC(O[SiH](OC)OC)CCCNC Bis-[3-(methylamino)-propyl]-trimethoxysilane